N(N)C(=S)S.C(=O)C=1C=CC=2N(C3=CC=CC=C3C2C1)CC 3-formyl-9-ethylcarbazole hydrazinodithioformate